(1R,2S)-5'-methoxy-2-{3-[(3-methoxy-6-methylpyridazin-4-yl)amino]-1H-indazol-6-yl}spiro[cyclopropane-1,3'-indol]-2'(1'H)-one COC=1C=C2[C@]3(C(NC2=CC1)=O)[C@@H](C3)C3=CC=C1C(=NNC1=C3)NC3=C(N=NC(=C3)C)OC